2-methoxy-5-(1-phenylpyrazolo[4,3-c]quinolin-3-yl)phenol COC1=C(C=C(C=C1)C1=NN(C2=C1C=NC=1C=CC=CC21)C2=CC=CC=C2)O